ClC=1C(=NC=CC1C1=NC(=C(C=C1)CNC[C@@H]1NC(CC1)=O)OC)C=1C(=C(C=CC1)NC(C1=NC=C(C=C1)CN1CC(C1)OC)=O)C (R)-N-(3-(3'-chloro-6-methoxy-5-((((5-oxopyrrolidin-2-yl)methyl)amino)methyl)-[2,4'-bipyridin]-2'-yl)-2-methylphenyl)-5-((3-methoxyazetidin-1-yl)methyl)picolinamide